2-tert-butyl-2H-tetrazol C(C)(C)(C)N1N=CN=N1